C(C)OC(=O)C1=C(SC(=C1C(=O)OCC)N=CC=1SC(=CC1)[N+](=O)[O-])NC(C1=CC=CC=C1)=O 2-benzamido-5-(5-nitrothiophen-2-yl)methyleneaminothiophene-3,4-dicarboxylic acid diethyl ester